Cl.ClN1N2C(C(NC13CC1(C3)CC1)=O)=CC=C(C2=O)NC=2C1=C(N=CN2)NC=C1 chloro-7''-[(7H-pyrrolo[2,3-d]pyrimidin-4-yl)amino]-1''H,3''H-dispiro[cyclopropane-1,1'-cyclobutane-3',2''-pyrido[2,1-f][1,2,4]triazine]-4'',8''-dione hydrochloride